tert-butyl-2-([3-[(2R)-1-(4-methyl-4H-1,2,4-triazol-3-yl)propan-2-yl]phenyl]carbamoyl)pyridine-4-carboxylate C(C)(C)(C)OC(=O)C1=CC(=NC=C1)C(NC1=CC(=CC=C1)[C@@H](CC1=NN=CN1C)C)=O